COC1=C(C=C2C[NH+]3CC[C@@]4([C@H]3CC(=O)C=C4)C2=C1)O The molecule is an organic cation obtained by protonation of the tertiary amino group of (4aR,10bS)-noroxomaritidine; major species at pH 7.3. It is an ammonium ion derivative and an organic cation. It is a conjugate acid of a (4aR,10bS)-noroxomaritidine. It is an enantiomer of a (4aS,10bR)-noroxomaritidine(1+).